6-(3-isopropyl-2-oxo-imidazolidin-1-yl)-4-[2-methoxy-3-(1-methyl-1,2,4-triazol-3-yl)anilino]-N-(trideuteriomethyl)pyridazine-3-carboxamide C(C)(C)N1C(N(CC1)C1=CC(=C(N=N1)C(=O)NC([2H])([2H])[2H])NC1=C(C(=CC=C1)C1=NN(C=N1)C)OC)=O